7-cyclopentyl-N,N-dimethyl-2-((5-sulfamoylpyridin-2-yl)amino)-7H-pyrrolo[2,3-d]pyrimidine-6-carboxamide C1(CCCC1)N1C(=CC2=C1N=C(N=C2)NC2=NC=C(C=C2)S(N)(=O)=O)C(=O)N(C)C